(S)-2-(4-(4-((5-chloro-3-fluoropyridin-2-yl)methoxy)-5-fluoropyrimidin-2-yl)-2-fluorobenzyl)-3-(oxetan-2-ylmethyl)-3H-imidazo[4,5-b]pyridine-5-carboxylic acid ClC=1C=C(C(=NC1)COC1=NC(=NC=C1F)C1=CC(=C(CC2=NC=3C(=NC(=CC3)C(=O)O)N2C[C@H]2OCC2)C=C1)F)F